N[C@H]1C[C@@](CCC1)(O)C(F)(F)F (1R,3R)-3-amino-1-(trifluoromethyl)cyclohexanol